3-(methacryloxy)propyl-methyl-diisopropoxysilane Ethyl-3-((4-carbamoyl-2-methoxyphenoxy)methyl)-4-chlorobenzo[b]thiophene-2-carboxylate C(C)OC(=O)C1=C(C2=C(S1)C=CC=C2Cl)COC2=C(C=C(C=C2)C(N)=O)OC.C(C(=C)C)(=O)OCCC[Si](OC(C)C)(OC(C)C)C